CS(=O)(=O)NC1=CC(=C(C(=O)N)C=C1)N1CCC2(CC2)CC1 4-(methylsulfonamido)-2-(6-azaspiro[2.5]octan-6-yl)benzamide